B1C(COO1)C=1C=C2CCN(C2=CC1)C(C=C)=O 1-[5-(4,5-dioxaborolan-2-yl)indolin-1-yl]prop-2-en-1-one